COC1=C(N)C(=CC=C1)[N+](=O)[O-] 2-methoxy-6-nitroaniline